C12CC(CC(CC1)N2)OC=2C=C1C(=NC=NC1=CC2)NC2=CC(=C(C=C2)OC2=CC=1N(C=C2)N=CN1)C 6-((endo-8-Azabicyclo[3.2.1]octan-3-yl)oxy)-N-(4-([1,2,4]triazolo[1,5-a]pyridin-7-yloxy)-3-methylphenyl)quinazolin-4-amine